3-(2-benzoyl-1,2,3,4-tetrahydroisoquinolin-5-yl)-3-(4-nitrophenyl)phenylpropionic acid ethyl ester C(C)OC(C(C)C=1CC(C=CC1)(C1=CC=C(C=C1)[N+](=O)[O-])C1=C2CCN(CC2=CC=C1)C(C1=CC=CC=C1)=O)=O